(S)-[3-(4-chloro-2-fluorophenyl)-5-(2,4-difluorophenyl)-1,2-oxazol-3-yl]methanol ClC1=CC(=C(C=C1)[C@]1(NOC(=C1)C1=C(C=C(C=C1)F)F)CO)F